5-(4-chlorophenyl)-6-oxo-2-(((7-((3,4,5-trichlorophenyl)amino)-[1,2,4]triazolo[1,5-a]pyrimidin-5-yl)methyl)thio)-1,6-dihydropyrimidine-5-carbonitrile ClC1=CC=C(C=C1)C1(C=NC(NC1=O)SCC1=NC=2N(C(=C1)NC1=CC(=C(C(=C1)Cl)Cl)Cl)N=CN2)C#N